C(#C)C1(CCN(CC1)C(=O)OC(C)(C)C)OC(C(Cl)(Cl)Cl)=N tert-butyl 4-ethynyl-4-(2,2,2-trichloro-1-iminoethoxy)piperidine-1-carboxylate